(1R,2S,5S)-3-[(2S,3R)-2-amino-3-(3,3-difluorocyclobutoxy)butanoyl]-6,6-dimethyl-3-azabicyclo[3.1.0]hexane-2-carboxylic acid N[C@H](C(=O)N1[C@@H]([C@H]2C([C@H]2C1)(C)C)C(=O)O)[C@@H](C)OC1CC(C1)(F)F